N,N-Dimethylformamid-dimethylacetal COC(N(C)C)OC